C[C@](CC1=CC=CC=C1)(C(=O)O)N L-α-methylphenylalanine